2-(quinolin-3-yl)acrylamide nickel [Ni].N1=CC(=CC2=CC=CC=C12)C(C(=O)N)=C